C1(CCCC1)N(C(NCC=1C(=NSC1C1=CC=C(O[C@@H]2C[C@H](CCC2)C(=O)OC(C)C)C=C1)C)=O)C |r| (+/-)-isopropyl (1S,3S)-3-(4-(4-((3-cyclopentyl-3-methylureido)methyl)-3-methylisothiazol-5-yl)phenoxy)cyclohexane-1-carboxylate